O=C1C2=C(OC13CCN(CC3)C(=O)OC(C)(C)C)C=CC=C2 tert-butyl 3-oxo-3H-spiro[1-benzofuran-2,4'-piperidine]-1'-carboxylate